C/C=C\\1/C[NH+]2CC[C@@H]1[C@](C3=C(CC2)C4=CC=CC=C4N3)(CO)C(=O)OC The molecule is an ammonium ion resulting from the protonation of the tertiary amino group of 15alpha-stemmadenine. The major species at pH 7.3. It is a conjugate acid of a 15alpha-stemmadenine.